CC1=CC=C(C(N1)=O)C(=O)[O-] 6-methyl-2-oxo-1H-pyridine-3-carboxylate